C(C)(=O)C1=NC(=C2N1CC(N[C@H]2C2=C(C=CC(=C2)F)Cl)=O)NC(C2=CC(=CC(=C2)C(F)(F)F)F)=O (S)-N-(3-acetyl-8-(2-chloro-5-fluorophenyl)-6-oxo-5,6,7,8-tetrahydroimidazo[1,5-a]pyrazin-1-yl)-3-fluoro-5-(trifluoromethyl)benzamide